C(#N)C=1C=C(C=CC1)CN1C2=C(C3=CC=CC(=C13)C(=O)O)C(CCCC2)CCCCC 5-[(3-cyanophenyl)methyl]-10-pentyl-5H,6H,7H,8H,9H,10H-cyclohepta[b]indole-4-carboxylic acid